C1(CCCC1)P(C1=C(C=2CCCCC2C=C1)C1=C(C=CC=2CCCCC12)P(C1CCCC1)C1CCCC1)C1CCCC1 2,2'-bis(dicyclopentylphosphino)-5,5',6,6',7,7',8,8'-octahydro-1,1'-binaphthyl